C1(CCC1)NC1=CC(=NC(=N1)N1CCN(CC1)C)C(=O)NCC(CN1CC2=C(N(C=3C=CC=CC23)C)CC1)O 6-(cyclobutylamino)-N-(2-hydroxy-3-{5-methyl-1H,2H,3H,4H,5H-pyrido[4,3-b]indol-2-yl}propyl)-2-(4-methylpiperazin-1-yl)pyrimidine-4-carboxamide